(2-((3-Amino-7-bromo-6-chloro-8-fluoroquinolin-4-yl)amino)ethyl)carbamate NC=1C=NC2=C(C(=C(C=C2C1NCCNC([O-])=O)Cl)Br)F